CO[Si](N(C)C)(C(C)C)OC N-[dimethoxy(prop-2-yl)silyl]-N-methyl-methylamine